C[C@@H]1CN(CCN1C)C1=CC=CC(=N1)CN [6-[(3R)-3,4-dimethylpiperazin-1-yl]Pyridin-2-yl]Methylamine